oxygen (4-hydroxy-3,5-diiodophenyl)-3,5-diiodo-L-tyrosine sodium [Na].OC1=C(C=C(C=C1I)N[C@@H](CC1=CC(=C(C(=C1)I)O)I)C(=O)O)I.[O]